tris(1-cyanoethyl) phosphite P(OC(C)C#N)(OC(C)C#N)OC(C)C#N